CC1=C2C=C(N(C2=CC=C1CN1CCC(CC1)NC=1C2=C(N=CN1)SC(=C2)CC(F)(F)F)CC(=O)N2CCN(CC2)S(=O)(=O)C)C#N 4-methyl-1-(2-(4-(methylsulfonyl)piperazin-1-yl)-2-oxoethyl)-5-((4-((6-(2,2,2-trifluoroethyl)thieno[2,3-d]pyrimidin-4-yl)amino)piperidin-1-yl)methyl)-1H-indole-2-carbonitrile